C(C1=CC=CC=C1)OC1=C2C(=C(N(C2=CC=C1)C1=CC=C(C=C1)F)C(=C)C1COCC1)C1=CC=C(C(=O)O)C=C1 4-[4-Benzyloxy-1-(4-fluorophenyl)-2-(1-tetrahydrofur-3-ylvinyl)indol-3-yl]Benzoic acid